FC(CC[Sn](Cl)(Cl)Cl)(F)F 3,3,3-Trifluoropropyltrichlorotin